NC1=NC2=C(C=3N1N=C(N3)C3=NC=CC=C3)C(=C(N2CCN2CCN(CC2)C2=CC(=NC=C2F)C)C(=O)O)C 5-amino-7-(2-(4-(5-fluoro-2-methylpyridin-4-yl)piperazin-1-yl)ethyl)-9-methyl-2-(pyridin-2-yl)-7H-pyrrolo[3,2-e][1,2,4]triazolo[1,5-c]pyrimidine-8-carboxylic acid